6-[3-[4-[[(4-butylphenyl)amino]carbonyl]-2-oxazolyl]-7-oxabicyclo[2.2.1]hept-2-yl]-4-hexenoic acid C(CCC)C1=CC=C(C=C1)NC(=O)C=1N=C(OC1)C1C(C2CCC1O2)CC=CCCC(=O)O